ClC1=C(C=C(C=C1)NC=1SC=CN1)CNC1=NN2C(NC(=CC2=O)CCC)=N1 2-[[2-Chloro-5-(thiazol-2-ylamino)phenyl]methylamino]-5-propyl-4H-[1,2,4]triazolo[1,5-a]pyrimidin-7-one